CN1C=2C=CC3=C(C2C=2C4=C(C=CC12)C=CC=C4)C=CC=C3 7-methyl-7H-dibenzo[c,g]carbazole